N1(CCOCC1)C1CCN(CC1)CC=1C(=NC2=CC(=CC=C2C1C(=O)NC1(CC1)C1=CC=CC=C1)OCCC)C1=CC(=CC=C1)C(F)(F)F 3-{[4-(4-morpholinyl)-1-piperidinyl]methyl}-N-(1-phenylcyclopropyl)-7-(propyloxy)-2-[3-(trifluoromethyl)phenyl]-4-quinolinecarboxamide